N,N'-bis(6-hydroxyhexyl)terephthalamide OCCCCCCNC(C1=CC=C(C(=O)NCCCCCCO)C=C1)=O